3-(difluoromethyl)-2-fluoro-aniline FC(C=1C(=C(N)C=CC1)F)F